α-(t-butylthiomethyl)styrene C(C)(C)(C)SCC(=C)C1=CC=CC=C1